(4-((R)-2-(2,6-difluorophenyl)propyl)-6-(((R)-1-hydroxy-4-methylpent-2-yl)amino)-1,3,5-triazin-2-yl)methanesulfonamide FC1=C(C(=CC=C1)F)[C@@H](CC1=NC(=NC(=N1)N[C@@H](CO)CC(C)C)CS(=O)(=O)N)C